NC1=C(C=CC=C1)NC(CCCCCNC(=O)C1=CC(=NN1)C1=CC=C(C=C1)NC1CCCC1)=O N-{6-[(2-aminophenyl)amino]-6-oxohexyl}-3-[4-(cyclopentylamino)phenyl]-1H-pyrazole-5-carboxamide